2-nitro-4-trifluoromethylaniline [N+](=O)([O-])C1=C(N)C=CC(=C1)C(F)(F)F